CN1N=C(C(=C1O[C@H](CN(C(C(F)(F)F)=O)CC)C)C=1C=C2C(=C(N1)C)N(N=C2C=C)C2OCCCC2)C N-((2S)-2-((1,3-dimethyl-4-(7-methyl-1-(tetrahydro-2H-pyran-2-yl)-3-vinyl-1H-pyrazolo[3,4-c]pyridin-5-yl)-1H-pyrazol-5-yl)oxy)propyl)-N-ethyl-2,2,2-trifluoroacetamide